3-Methyl-5-[4-(2-oxo-3,6-dihydro-2H-1,3,4-oxadiazin-5-yl)-2-(trifluoromethyl)phenyl]thiophene-2-carbonitrile CC1=C(SC(=C1)C1=C(C=C(C=C1)C1=NNC(OC1)=O)C(F)(F)F)C#N